trioctyl-[2-ethoxy-2-oxoethyl] hydroxide C(CCCCCCC)C(COC(CO)=O)(CCCCCCCC)CCCCCCCC